O[C@@](C#CC1=C(C=C(C(=O)OC)C=C1)OC)(CC)COC |r| methyl (rac)-4-(3-hydroxy-3-(methoxymethyl)pent-1-yn-1-yl)-3-methoxybenzoate